(7-(2-(4-(6-Fluorobenzo[b]thiophen-4-yl)piperazin-1-yl)ethyl)-2-oxo-3,4-dihydroquinolin-1(2H)-yl)methyl butyrate C(CCC)(=O)OCN1C(CCC2=CC=C(C=C12)CCN1CCN(CC1)C1=CC(=CC=2SC=CC21)F)=O